NC=1C(=NC(=CC1)C)C(=O)O 3-amino-6-methylpyridinecarboxylic acid